C1(CCCC1)C(=O)N1CC(C1)(C(=O)N(C1=CC(=CC=C1)F)CC1=NC=C(C=C1)C=1OC(=NN1)C(F)F)F 1-(cyclopentanecarbonyl)-N-((5-(5-(difluoromethyl)-1,3,4-oxadiazol-2-yl)pyridin-2-yl)methyl)-3-fluoro-N-(3-fluorophenyl)azetidine-3-carboxamide